N(=[N+]=[N-])[C@@H]1C[C@H](CCC1=C=O)C(=O)N(C)C (1S,3R)-3-azido-4-carbonyl-N,N-dimethyl-cyclohexyl-formamide